((1R,3R)-8-(5-bromo-4-cyano-6-methylpyrimidin-2-yl)-3-((tert-butyldimethylsilyl)oxy)-8-azaspiro[4.5]dec-1-yl)carbamic acid tert-butyl ester C(C)(C)(C)OC(N[C@@H]1C[C@@H](CC12CCN(CC2)C2=NC(=C(C(=N2)C#N)Br)C)O[Si](C)(C)C(C)(C)C)=O